FC1([C@H](CN(C[C@@H]1C)C=1N=C2N(C(C1C)=O)C=C(C=C2[C@@H](C)NC2=C(C(=O)O)C=CC=C2)C)C)F 2-(((R)-1-(2-((3S,5S)-4,4-difluoro-3,5-dimethylpiperidin-1-yl)-3,7-dimethyl-4-oxo-4H-pyrido[1,2-a]pyrimidin-9-yl)ethyl)amino)benzoic acid